rac-7-[(3R)-2,6-dioxopiperidin-3-yl]-3,4-dihydro-1H-isoquinoline-2-carboxylic acid tert-butyl ester C(C)(C)(C)OC(=O)N1CC2=CC(=CC=C2CC1)[C@@H]1C(NC(CC1)=O)=O |r|